CC1=C2C3(C(N(C2=CC=C1)C1=CC=NN1C)=O)CC3 methyl-1'-(1-methyl-1H-pyrazol-5-yl)spiro[cyclopropane-1,3'-indoline]-2'-one